C(C1=CC=CC=C1)OC=1C=C(C=CC1OCC1=CC=CC=C1)C1(OCC=C1C1=CC=CC=C1)C(=O)O 2-(3,4-bis(benzyloxy)phenyl)-3-phenyl-2,5-dihydrofuran-2-carboxylic acid